Ethyl 2-{[(2,2-dimethyl-2,3-dihydro-1-benzofuran-7-yl)carbamoyl]oxy}acetate CC1(OC2=C(C1)C=CC=C2NC(=O)OCC(=O)OCC)C